COC1=CC=C(C=C1)P(C=1N=C2C=CC=CC2=C2C=CC=CC12)(C1=CC=C(C=C1)OC)=O Bis(4-methoxyphenyl)(phenanthridin-6-yl)phosphine oxide